BrC=1C=C2C(=NC1OCC(C#N)(CO)C)N(C=C2)COCC[Si](C)(C)C 2-[[(5-bromo-1-[[2-(trimethylsilyl)ethoxy]methyl]pyrrolo[2,3-b]pyridin-6-yl)oxy]methyl]-3-hydroxy-2-methylpropanenitrile